methoxymethyl 4-((4-(benzyloxy)-2-methoxy-6-methylbenzoyl)oxy)-2-ethyl-3,5,6-trimethylbenzoate C(C1=CC=CC=C1)OC1=CC(=C(C(=O)OC2=C(C(=C(C(=O)OCOC)C(=C2C)C)CC)C)C(=C1)C)OC